3-(4-(ethylsulfonamido)-3-(pyridin-4-ylmethoxy)phenyl)-5-((6-(trifluoromethyl)pyridin-2-yl)amino)-1H-pyrazole-4-carboxamide C(C)S(=O)(=O)NC1=C(C=C(C=C1)C1=NNC(=C1C(=O)N)NC1=NC(=CC=C1)C(F)(F)F)OCC1=CC=NC=C1